cis-copper glycinate NCC(=O)[O-].[Cu+2].NCC(=O)[O-]